Palladium-Rhodium [Rh].[Pd]